1-METHYL-1H-INDOLE-7-CARBALDEHYDE CN1C=CC2=CC=CC(=C12)C=O